NC1=NC=C(C2=C1C(=C(N2C)C=2C=NC(=CC2OC)C#C[Si](C)(C)C(C)(C)C)C2=CC=C(C=C2)OC2=NC(=CC=C2)C)C#N 4-amino-2-(6-((tert-butyldimethylsilyl)ethynyl)-4-methoxypyridin-3-yl)-1-methyl-3-(4-((6-methylpyridin-2-yl)oxy)phenyl)-1H-pyrrolo[3,2-c]pyridine-7-carbonitrile